FC=1C=C(C#N)C=CC1[N+](=O)[O-] 3-fluoro-4-nitrobenzonitrile